COC=1C=C(C=CC1OC)C1=CC=NC=2N1N=C(C2)C(=O)N2C[C@@H](N(CC2)C(=O)C=2OC=CN2)C (S)-(7-(3,4-dimethoxyphenyl)pyrazolo[1,5-a]pyrimidin-2-yl)(3-methyl-4-(oxazole-2-carbonyl)piperazin-1-yl)methanone